4,5-diamino-6-hydroxypyrimidine NC1=NC=NC(=C1N)O